N1(CCNCC1)CC1CCC2(CN(C2)C(=O)OC(C)(C)C)CC1 tert-butyl 7-(piperazin-1-ylmethyl)-2-azaspiro[3.5]nonane-2-carboxylate